O[C@H]1[C@H](O)[C@H](O)[C@H](O1)CO β-D-ribo-furanose